4-(3-cyclobutyl-4-methyl-5-oxo-4,5-dihydro-1H-1,2,4-triazol-1-yl)-5-fluoro-N-(2-fluorophenyl)-2-{[(2S)-1,1,1-trifluoropropan-2-yl]oxy}benzamide C1(CCC1)C1=NN(C(N1C)=O)C1=CC(=C(C(=O)NC2=C(C=CC=C2)F)C=C1F)O[C@H](C(F)(F)F)C